C1(=CC(=CC=C1)OC1=CC=C(C=C1)C=1N=C(N2C1C=NC=C2)[C@H]2N(CCCC2)C(C#CC)=O)C (S)-1-(2-(1-(4-(m-tolyloxy)phenyl)imidazo[1,5-a]pyrazin-3-yl)piperidin-1-yl)but-2-yn-1-one